C1C(CC12CCNCC2)NC(C2=CC=CC=C2)=O N-(7-azaspiro[3.5]Non-2-yl)benzamide